[Li].[Ni]=O.[Li] lithium nickel oxide lithium